3-(1,1-difluoroethyl)-4-ethoxybenzoic acid FC(C)(F)C=1C=C(C(=O)O)C=CC1OCC